[Zn].[In].[Sn] tin indium zinc